2-[(2S,5R)-2,5-dimethylpiperazin-1-yl]pyrimidine-5-carbonitrile C[C@@H]1N(C[C@H](NC1)C)C1=NC=C(C=N1)C#N